NCCCN(C([O-])=O)CCC1=CC=C(C=C1)F N-(3-aminopropyl)-N-[2-(4-fluorophenyl)ethyl]carbamate